FC1=C(C(=CC(=C1)OC(C)C)F)C1=NC(=NO1)N1CCCC2=CC(=CC=C12)CNC(C)O (((1-(5-(2,6-difluoro-4-isopropoxyphenyl)-1,2,4-oxadiazol-3-yl)-1,2,3,4-tetrahydroquinolin-6-yl)methyl)amino)ethan-1-ol